8-Amino-7-[7-fluoro-1-(2-trimethylsilylethoxymethyl)indazol-4-yl]-9-(2-trimethylsilylethoxymethoxy)pyrido[2,3-f]quinoxalin-5-ol NC1=C(C=2C(=C3N=CC=NC3=C(C2)O)N=C1OCOCC[Si](C)(C)C)C1=C2C=NN(C2=C(C=C1)F)COCC[Si](C)(C)C